C1(CC1)C1=CC(=CC(=N1)C=1OC2=C(N1)C=C(C=C2C(F)(F)F)C(=O)OC)C2=C(C=C(C=C2)F)C2=NN=CN2C Methyl 2-{6-cyclopropyl-4-[4-fluoro-2-(4-methyl-1,2,4-triazol-3-yl)phenyl]pyridin-2-yl}-7-(trifluoromethyl)-1,3-benzoxazole-5-carboxylate